N-(3-((3-((3-acetamido-4-((4-methyl-5-nitrothiazol-2-yl)carbamoyl)phenyl)amino)propyl)amino)propoxy)-3,4-difluoro-2-((2-fluoro-4-iodophenyl)amino)benzamide C(C)(=O)NC=1C=C(C=CC1C(NC=1SC(=C(N1)C)[N+](=O)[O-])=O)NCCCNCCCONC(C1=C(C(=C(C=C1)F)F)NC1=C(C=C(C=C1)I)F)=O